NC1=C(C2=C(S1)C(CC2)C(F)F)C(=O)C2=C(C=CC=C2F)F [2-amino-6-(difluoromethyl)-5,6-dihydro-4H-cyclopenta[b]thiophen-3-yl]-(2,6-difluorophenyl)methanone